C(C)(C)(C)N(CCC(C=C)=C)C(C)(C)C 1-di-tert-butylamino-3-methylenepent-4-ene